(S)-N-(4-((3-chloro-4-fluorophenyl)carbamoyl)-7-fluoro-2,3-dihydro-1H-inden-1-yl)-1-methyl-1H-pyrazole-5-carboxamide ClC=1C=C(C=CC1F)NC(=O)C1=C2CC[C@@H](C2=C(C=C1)F)NC(=O)C1=CC=NN1C